NC1=NC(=CC(=N1)N1C(COCCC1)C1=C(C=CC=C1)CO)C [2-[4-(2-amino-6-methyl-pyrimidin-4-yl)-1,4-oxazepan-3-yl]phenyl]methanol